(R)-2-(4-(tert-butoxy)-2-carboxy-4-oxobutyl)pyridine-1-oxide C(C)(C)(C)OC(C[C@@H](CC1=[N+](C=CC=C1)[O-])C(=O)O)=O